C(=S)S.N1CCCC1 pyrrolidine dithio-formate